C(C1=CC=CC=C1)OC1=CC=C(C=N1)CN1CCC2(CC1)COC1=C3CN(C(C3=CC=C12)=O)C1C(NC(CC1)=O)=O 3-(1'-((6-(benzyloxy)pyridin-3-yl)methyl)-6-oxo-6,8-dihydro-2H,7H-spiro[furo[2,3-e]isoindole-3,4'-piperidin]-7-yl)piperidine-2,6-dione